butyl 7-methoxy-1-oxo-1,3-dihydrospiro[indene-2,4'-piperidine]-1'-carboxylate COC=1C=CC=C2CC3(CCN(CC3)C(=O)OCCCC)C(C12)=O